2-((3-(5-(5-fluoropyridin-3-yl)-4,5-dihydro-1H-pyrazole-1-carbonyl)bicyclo[1.1.1]-pentan-1-yl)methyl)-2H-pyrazolo[4,3-b]pyridine-5-carbonitrile FC=1C=C(C=NC1)C1CC=NN1C(=O)C12CC(C1)(C2)CN2N=C1C(N=C(C=C1)C#N)=C2